5,7-Difluoro-1-(4-(2-(methylsulfonyl)-2,7-diazaspiro[3.5]nonan-7-yl)phenyl)-1H-indazol-6-ol FC=1C=C2C=NN(C2=C(C1O)F)C1=CC=C(C=C1)N1CCC2(CN(C2)S(=O)(=O)C)CC1